benzooxole O1C=CC2=C1C=CC=C2